tert-butyl (S)-2-(6-(3-methyl-1H-pyrrolo[2,3-b]pyridin-5-yl)-2-picolyl-1,2,3,4-tetrahydroisoquinolin-8-yl)pyrrolidine-1-carboxylate CC1=CNC2=NC=C(C=C21)C2=CC=CC(=N2)CC2NCCC1=CC=CC(=C21)[C@H]2N(CCC2)C(=O)OC(C)(C)C